FC(S(=O)(=O)[O-])(F)F.C(C)(C)(C)C1=CC(=C(C=C1)C1=CC=C(C=C1)C(C)(C)C)[I+]C1=C(C=C(C=C1C)C)C (4,4'-di-t-butyl-[1,1'-biphenyl]-2-yl)(mesityl)iodonium trifluoromethanesulfonate